FC=1C=C(C=CC1F)N1CC(CC2=CC=CC=C12)CNC(OC(C)(C)C)=O tert-butyl ((1-(3,4-difluorophenyl)-1,2,3,4-tetrahydroquinolin-3-yl)methyl)carbamate